SCCCOCC(COCCCS)(COCCCS)COCCCS 3'-[[2,2-bis[(3-mercaptopropoxy)methyl]-1,3-propanediyl]bis(oxy)]bis-propanethiol